NC1=C(SC=C1Cl)CO (3-amino-4-chlorothiophene-2-yl)methanol